1-amino-4-cyclohexylamino-9,10-anthraquinone-2-sulfonic acid NC1=C(C=C(C=2C(C3=CC=CC=C3C(C12)=O)=O)NC1CCCCC1)S(=O)(=O)O